sodium tris-4-pentyne CCCC#C.CCCC#C.CCCC#C.[Na]